ClC=1C=C(C=CC1C(=O)N1CCN(CC1)C(=O)C1CC[N+](CC1)(C)C)NC(=O)C=1N(C(=CN1)C1=C(C(=C(C=C1)C=1C=NNC1C1=CC=C(C=C1)OC)F)F)C N-[3-chloro-4-[4-(1,1-dimethylpiperidin-1-ium-4-carbonyl)piperazine-1-carbonyl]phenyl]-5-[2,3-difluoro-4-[5-(4-methoxyphenyl)-1H-pyrazol-4-yl]phenyl]-1-methyl-imidazole-2-carboxamide